N1(CCC1)S(=O)(=O)N(C(OC(C)(C)C)=O)C1=C(C(=C(C=C1)F)I)Cl tert-butyl (azetidin-1-ylsulfonyl)(2-chloro-4-fluoro-3-iodophenyl)carbamate